C(#N)C=1C=NN2C1C(=CC(=C2)C=2C=NN(C2)C)C=2C=CC(=NC2)N2C[C@@H](CCC2)C(=O)NC(C)C (R)-1-(5-(3-cyano-6-(1-methyl-1H-pyrazol-4-yl)pyrazolo[1,5-a]pyridin-4-yl)pyridin-2-yl)-N-isopropylpiperidine-3-carboxamide